2-{[4-({6-[(4-chloro-2-fluorophenoxy)methyl]pyridin-2-yl}oxy)piperidin-1-yl]methyl}-1-[(1-methyl-1H-imidazol-5-yl)methyl]-1H-1,3-benzodiazole-6-carboxylic acid ClC1=CC(=C(OCC2=CC=CC(=N2)OC2CCN(CC2)CC2=NC3=C(N2CC2=CN=CN2C)C=C(C=C3)C(=O)O)C=C1)F